methyl-(S)-2-((2-methylphenyl)sulfanyl)-2-phenylacetic acid C[C@@](C(=O)O)(C1=CC=CC=C1)SC1=C(C=CC=C1)C